tert-butyl 4-(7-(3,4-dimethoxyphenyl)pyrazolo[1,5-a]pyrimidine-2-carbonyl)-2,2-dimethylpiperazine-1-carboxylate COC=1C=C(C=CC1OC)C1=CC=NC=2N1N=C(C2)C(=O)N2CC(N(CC2)C(=O)OC(C)(C)C)(C)C